C(#N)C1=CC2=C(N=C(O2)C=2C(=C(C=CC2)C2=CC=CC=C2)C)C=C1CN1C(CCCC1)C(=O)O 1-((6-cyano-2-(2-methyl-[1,1'-biphenyl]-3-yl)benzo[d]oxazol-5-yl)methyl)piperidine-2-carboxylic acid